CC1=CC=C(C=C1)S(=O)(=O)OCCOCCOCCOCCOCCOCCOCC1=CC=CC=C1 hexaethylene glycol monobenzyl ether p-toluenesulfonate